C[C@@H]1N(CC1)C=1N=C(C2=C(N1)CCC2)C2=CC=C(C=C2)C2(CCC2)NC(OC(C)(C)C)=O (S)-tert-butyl (1-(4-(2-(2-methylazetidin-1-yl)-6,7-dihydro-5H-cyclopenta[d]pyrimidin-4-yl)phenyl)cyclobutyl)carbamate